5-amino-1,3-dimethyl-1H-benzo[d]imidazol-2(3H)-one NC1=CC2=C(N(C(N2C)=O)C)C=C1